COC(C1=C(N=C(C=C1C)N1CC(N(CC1)C(=O)C=1N=C2C(=NC1)N(CC2(C)C)C2=CC(=C(C=C2)C)Cl)(C)C)C)=O 6-(4-(5-(3-chloro-4-methylphenyl)-7,7-dimethyl-6,7-dihydro-5H-pyrrolo[2,3-b]pyrazine-2-carbonyl)-3,3-dimethylpiperazin-1-yl)-2,4-dimethylnicotinic acid methyl ester